8-((2s,5r)-4-((4-fluorophenyl)(2-methylpyrimidin-5-yl)methyl)-2,5-dimethylpiperazin-1-yl)-5-methyl-6-oxo-5,6-dihydro-1,5-naphthyridine-2-carbonitrile FC1=CC=C(C=C1)C(N1C[C@@H](N(C[C@H]1C)C1=CC(N(C=2C=CC(=NC12)C#N)C)=O)C)C=1C=NC(=NC1)C